pyrrole-4-carboxylate N1C=CC(=C1)C(=O)[O-]